C(C1=CC=CC=C1)OC1=C(C(=CC(=C1)C(F)(F)F)C)B1OC(C(O1)(C)C)(C)C 2-(2-(benzyloxy)-6-methyl-4-(trifluoromethyl)phenyl)-4,4,5,5-tetramethyl-1,3,2-dioxaborolane